COC1=C(C=C(C=C1)C1=CC2=CC=C(C=C2C=C1)C)C12CC3CC(CC(C1)C3)C2 1-(2-methoxy-5-(6-methylnaphthalen-2-yl)phenyl)adamantane